4-((6-(prop-1-yn-1-yl)quinolin-4-yl)amino)-N-(4-(pyridin-4-ylamino)phenyl)benzamide C(#CC)C=1C=C2C(=CC=NC2=CC1)NC1=CC=C(C(=O)NC2=CC=C(C=C2)NC2=CC=NC=C2)C=C1